N,N-bis(3-methoxybenzyl)-4-methyloxazol-2-amine COC=1C=C(CN(C=2OC=C(N2)C)CC2=CC(=CC=C2)OC)C=CC1